5-methyluridine-5'-diphosphate P(O)(=O)(OP(=O)(O)O)OC[C@@H]1[C@H]([C@H]([C@@H](O1)N1C(=O)NC(=O)C(=C1)C)O)O